tert-butyl 4-((3R,5R)-5-(2-(2,6-dioxopiperidin-3-yl)-1,3-dioxoisoindolin-5-yloxy)-1-methylpiperidin-3-yloxy)piperidine-1-carboxylate O=C1NC(CCC1N1C(C2=CC=C(C=C2C1=O)O[C@@H]1C[C@H](CN(C1)C)OC1CCN(CC1)C(=O)OC(C)(C)C)=O)=O